ClC(C)(C)CC chloro-tertiary pentane